(S)-N-(1-(6-(4-fluoro-1H-pyrazol-1-yl)pyridin-3-yl)ethyl)-5-(4-methyl-6-((5-methyl-1H-pyrazol-3-yl)amino)pyrimidin-2-yl)furan-2-carboxamide FC=1C=NN(C1)C1=CC=C(C=N1)[C@H](C)NC(=O)C=1OC(=CC1)C1=NC(=CC(=N1)C)NC1=NNC(=C1)C